1-((1r,3r)-3-((5-(imidazo[1,2-a]pyrimidin-6-yl)-4-methoxy-7H-pyrrolo[2,3-d]pyrimidin-2-yl)amino)-1-methylcyclobutyl)pyrrolidin-2-one N=1C=CN2C1N=CC(=C2)C2=CNC=1N=C(N=C(C12)OC)NC1CC(C1)(C)N1C(CCC1)=O